1,2-ethanediol monoacetate C(C)(=O)OCCO